{[4-(2-bromoethoxy)-2-(trifluoromethyl)phenyl](methyl)oxo-λ6-sulfanylidene}(methyl)amine BrCCOC1=CC(=C(C=C1)S(=O)(C)=NC)C(F)(F)F